3-(2-Phenylquinoline-6-yl)oxetane-3-ol C1(=CC=CC=C1)C1=NC2=CC=C(C=C2C=C1)C1(COC1)O